tert-Butyl (E)-7-(2-ethoxy-2-oxoethylidene)-5-azaspiro[2.4]heptane-5-carboxylate C(C)OC(\C=C/1\CN(CC12CC2)C(=O)OC(C)(C)C)=O